ClC1=CC=C(C=C1)C1=C(C(=NN1C1=C(C=C(C=C1)Cl)Cl)N)C 5-(4-chlorophenyl)-1-(2,4-dichlorophenyl)-4-methyl-1H-pyrazole-3-amine